N-(5-((3-((5-fluoropyrimidin-2-yl)methyl)-3-methylpiperidin-1-yl)methyl)thiazol-2-yl)acetamide FC=1C=NC(=NC1)CC1(CN(CCC1)CC1=CN=C(S1)NC(C)=O)C